C(#N)C=1C(=C(N(N1)C1=C(C=C(C=C1Cl)C(F)(F)F)Cl)NC(NCCC(=O)O)=O)S(=O)(=O)C 3-{3-[5-cyano-2-(2,6-dichloro-4-trifluoromethyl-phenyl)-4-methylsulfonyl-2H-pyrazol-3-yl]-ureido}-propionic acid